FC1=CN=C2N1C=C(C=C2)C2=CNC=1N=C(N=CC12)NC1CCOCC1 5-(3-fluoroimidazo[1,2-a]pyridin-6-yl)-N-(tetrahydro-2H-pyran-4-yl)-7H-pyrrolo[2,3-d]pyrimidin-2-amine